2-(3-isopropyl-2-(8-methyl-[1,2,4]triazolo[1,5-a]pyridin-6-yl)-1H-indol-5-yl)-4-methylmorpholine C(C)(C)C1=C(NC2=CC=C(C=C12)C1CN(CCO1)C)C=1C=C(C=2N(C1)N=CN2)C